CC1=NC(=C(C2=C1CC(C2)CNCCC2CN(C(O2)=O)C=2C=CC=1OCC(NC1N2)=O)C)OCC2NCCOC2 6-[5-[2-[[1,4-dimethyl-3-(morpholin-3-ylmethoxy)-6,7-dihydro-5H-cyclopenta[c]pyridin-6-yl]methylamino]ethyl]-2-oxo-1,3-oxazolidin-3-yl]-4H-pyrido[3,2-b][1,4]oxazin-3-one